FC(OC=1C=CC(=C(C1)NC(=O)N1CC(CC1)(C1=NC=NS1)C1=CC(=C(C=C1)C)F)OC)F N-(5-(difluoromethoxy)-2-methoxyphenyl)-3-(3-fluoro-4-methylphenyl)-3-(1,2,4-thiadiazol-5-yl)pyrrolidine-1-carboxamide